C(CCC)P(CCCCCC)CCCCCC butyl-di-(1-hexyl)phosphine